C(C1=CC=CC=C1)OC=1C=C2C(=CNC2=CC1)C[C@@H](C)N (2R)-1-(5-benzyloxy-1H-indol-3-yl)propan-2-amine